C(CCCCCCCCCCCCCCCCC)O.[Na] sodium n-octadecyl alcohol